2-(2-Fluoro-5-(trifluoromethoxy)benzyl)-8-(4,4,5,5-tetramethyl-1,3,2-dioxaborolane-2-yl)-2,3,4,5-tetrahydro-1H-benzo[c]azepine-1-one FC1=C(CN2C(C3=C(CCC2)C=CC(=C3)B3OC(C(O3)(C)C)(C)C)=O)C=C(C=C1)OC(F)(F)F